CC1(C2=C(CN(C1)C(C(F)(F)F)=O)SC(=N2)N2C1CN(CC2CC1)C(=O)[O-])C 8-(7,7-dimethyl-5-(2,2,2-trifluoroacetyl)-4,5,6,7-tetrahydrothiazolo[5,4-c]pyridin-2-yl)-3,8-diazabicyclo[3.2.1]octane-3-carboxylate